5,12-dioxaheptacyclo[7.6.1.1(3,7).0(2,8).0(4,6).0(10,15).0(11,13)]heptadecane C12C3C4C5OC5C(C3C(C3C5OC5CC31)C2)C4